[Si](C1=CC=CC=C1)(C1=CC=CC=C1)(C(C)(C)C)OC1(CN(C1)CCNC(O[C@H]1[C@H](NC[C@@H]1O)CC1=CC=C(C=C1)OC)=O)C#N (2R,3S,4S)-4-hydroxy-2-[(4-methoxyphenyl)methyl]pyrrolidin-3-yl N-(2-{3-[(tert-butyldiphenylsilyl)oxy]-3-cyanoazetidin-1-yl}ethyl)carbamate